4-(5-chloro-2-(4-iodo-1H-1,2,3-triazol-1-yl)phenyl)-2,5-dimethoxypyridine ClC=1C=CC(=C(C1)C1=CC(=NC=C1OC)OC)N1N=NC(=C1)I